2-(3',5'-Di-tert-butyl-2'-hydroxyphenyl)-5-chlorobenzotriazol C(C)(C)(C)C=1C(=C(C=C(C1)C(C)(C)C)N1N=C2C(=N1)C=CC(=C2)Cl)O